COC1=NC=C(C=C1C1CNCC1)B1OC(C(O1)(C)C)(C)C 2-methoxy-3-(pyrrolidin-3-yl)-5-(4,4,5,5-tetramethyl-1,3,2-dioxaborolan-2-yl)pyridine